CC1=C(C(=O)C2=CC=CC=C2)C=C(C(=C1)O)C 2,5-dimethyl-4-hydroxy-benzophenone